C([2H])([2H])([2H])N(C([2H])([2H])[2H])C (bis(methyl-d3)amino)methan